C1CC2CC1CC(=O)O2 oxabicyclo[3.2.1]octan-3-one